C1(CCCCC1)NC(=O)N1CC=2N(CC1)C(=C(C2C(=O)N)C2=CC=CC=C2)C2CC2 N2-cyclohexyl-6-cyclopropyl-7-phenyl-3,4-dihydropyrrolo[1,2-a]pyrazine-2,8(1H)-dicarboxamide